6-Chloro-4-methylpyridin-3-amine ClC1=CC(=C(C=N1)N)C